(R)-3-Hydroxy-1-methyl-3-((3-(4-(pyrrolidin-1-yl)pyrido[3,2-d]pyrimidin-6-yl)phenyl)ethynyl)pyrrolidin-2-one O[C@@]1(C(N(CC1)C)=O)C#CC1=CC(=CC=C1)C=1C=CC=2N=CN=C(C2N1)N1CCCC1